O1C=CC2=C1C=C(C=C2)C(C(C)NCC)=O 1-(1-benzofuran-6-yl)-2-(ethylamino)propan-1-one